C1(CCCCC1)N1N=CC=2C1=NC(=NC2NC(=O)C=2SC(=CC2)[N+](=O)[O-])C2=CC=C(C=C2)CN(C)C N-(1-cyclohexyl-6-(4-((dimethylamino)methyl)phenyl)-1H-pyrazolo[3,4-d]pyrimidin-4-yl)-5-nitrothiophene-2-carboxamide